CP(=O)(C)C=1C2=C(N=C(N1)C)C(=NC=C2)O (dimethylphosphoryl)-2-methylpyrido[3,4-d]pyrimidin-8-ol